N1(CCCCC1)C(=O)OC1=C(C(=CC(=C1)CCCCC)OC(=O)N1CCCCC1)[C@H]1[C@@H](CCC(=C1)C)C(=C)C (1'R,2'R)-5'-methyl-4-pentyl-2'-(prop-1-en-2-yl)-1',2',3',4'-tetrahydro-[1,1'-biphenyl]-2,6-diyl bis(piperidine-1-carboxylate)